Thioxazin-d3 S1ON=C(C(=C1[2H])[2H])[2H]